methyl 5-bromo-2-[((cis)-3-hydroxy-3-methyl-cyclobutyl)amino]-3-(trifluoromethyl)benzoate BrC=1C=C(C(=C(C(=O)OC)C1)NC1CC(C1)(C)O)C(F)(F)F